tert-butyl (phenylsulfinyl)carbamate C1(=CC=CC=C1)S(=O)NC(OC(C)(C)C)=O